ClC=1C=C(C=C(C1Cl)Cl)C1=CC=C(C=C1)Cl 3,4,4',5-tetrachlorobiphenyl